COC1CN(C1)[C@H]1CN2C(OC1)=C(C=N2)[S@](=O)(N)=NC(NC2=C1[C@@H](CCC1=CC=1CCCC21)C)=O (S,6S)-6-(3-methoxyazetidin-1-yl)-N'-(((R)-3-methyl-1,2,3,5,6,7-hexahydro-s-indacen-4-yl)carbamoyl)-6,7-dihydro-5H-pyrazolo[5,1-b][1,3]oxazine-3-sulfonimidamide